C(C)(C)(C)OC(=O)N1C(C(CC(C1)C)CO)C.C(C)[N+]1(CCCC1)CCCCO 1-Ethyl-1-(4-hydroxybutyl)pyrrolidin-1-ium tert-Butyl-3-(hydroxymethyl)-2,5-dimethyl-piperidine-1-carboxylate